3-chloro-N-(2,2-difluoro-2λ3-ethyl)pyridineamide ClC=1C(=NC=CC1)C(=O)NC[C](F)F